C(C=C)(=O)OCCC[Si](OC)(C)C (3-ACRYLOXYPROPYL)DIMETHYLMETHOXYSILANE